ClC=1C=C2C(=CN=C(C2=CN1)O[C@@H]1C[C@@H](C1)S(=O)(=O)C)[C@H](CCC)N[S@@](=O)C(C)(C)C (S)-N-((S)-1-(6-chloro-1-(cis-3-(methylsulfonyl)cyclobutoxy)-2,7-naphthyridin-4-yl)butyl)-2-methylpropan-2-sulfinamide